N1-(1-(5-bromo-2-(difluoromethoxy)phenyl)-6-chloro-1H-pyrazolo[4,3-c]pyridin-3-yl)-N3,N3-dimethylpropane-1,3-diamine BrC=1C=CC(=C(C1)N1N=C(C=2C=NC(=CC21)Cl)NCCCN(C)C)OC(F)F